CC1=CC=C2C(=N1)N=C(O2)N2CCN(CC2)C(=O)C2=CC=C(C=C2)N2CC1(C2)OCCC1 [4-(5-methyloxazolo[4,5-b]pyridin-2-yl)piperazin-1-yl]-[4-(5-oxa-2-azaspiro[3.4]octan-2-yl)phenyl]methanone